2-chloro-5-(5-((cyclohexyl(methyl)amino)methyl)-1H-tetrazol-1-yl)benzonitrile ClC1=C(C#N)C=C(C=C1)N1N=NN=C1CN(C)C1CCCCC1